3-((2-(methacryloyloxy) ethyl) dimethyl ammonio)propane-1-sulfonate C(C(=C)C)(=O)OCC[N+](CCCS(=O)(=O)[O-])(C)C